CN1N=CC(=C1)NC1=NC=C2C(=N1)N(CC1C2C1)C=1C=C(C=CC1)NC(C=C)=O N-(3-(3-((1-methyl-1H-pyrazol-4-yl)amino)-6,6a,7,7a-tetrahydro-5H-cyclopropa[4,5]pyrido[2,3-d]pyrimidin-5-yl)phenyl)acrylamide